BrC=1C=C(C=CC1OC(F)F)N1N=C(C(=C1)C(=O)OCC)C ethyl 1-(3-bromo-4-(difluoromethoxy) phenyl)-3-methyl-1H-pyrazole-4-carboxylate